2,6-dimethoxybenzylamine COC1=C(CN)C(=CC=C1)OC